tert-butyl (S)-5-chloro-1-((1,3-dioxoisoindolin-2-yl)methyl)-7-fluoro-8-((1-methyl-1H-1,2,3-triazol-4-yl)methoxy)-3,4-dihydroisoquinoline-2(1H)-carboxylate ClC1=C2CCN([C@@H](C2=C(C(=C1)F)OCC=1N=NN(C1)C)CN1C(C2=CC=CC=C2C1=O)=O)C(=O)OC(C)(C)C